C(C)C1=NC2=C(N1C1=CC=C(C=C1)C=1C3=CC=CC=C3C(=C3C=CC=CC13)C1=CC=CC=C1)C=CC=C2 2-ethyl-1-(4-(10-phenylanthracen-9-yl)phenyl)-1H-benzo[d]Imidazole